8-acetyl-3,6-dimethyl-2-(tetrahydrofuran-3-yl)quinazolin-4(3H)-one C(C)(=O)C=1C=C(C=C2C(N(C(=NC12)C1COCC1)C)=O)C